Phenyl 4-(1-{4-[(1S)-1-{[7-oxo-8-(propan-2-yl)-7,8-dihydropyrido[2,3-d]pyrimidin-2-yl]amino}ethyl]phenyl} cyclopentyl)piperazine-1-carboxylate O=C1C=CC2=C(N=C(N=C2)N[C@@H](C)C2=CC=C(C=C2)C2(CCCC2)N2CCN(CC2)C(=O)OC2=CC=CC=C2)N1C(C)C